5-(N-(2-(4-(2-Methoxybenzoyl)piperazin-1-yl)phenyl)-N-phenethylsulfamoyl)3-methylbenzofuran COC1=C(C(=O)N2CCN(CC2)C2=C(C=CC=C2)N(S(=O)(=O)C=2C=CC3=C(C(=CO3)C)C2)CCC2=CC=CC=C2)C=CC=C1